C1(CC1)C1=C(C=C(C=2C(CCCC12)=O)NC(C)=O)F N-(4-cyclopropyl-3-fluoro-8-oxo-5,6,7,8-tetrahydronaphthalen-1-yl)acetamide